(4-methyl-2-oxo-1,4-dihydroquinazolin-3-yl)acetic acid CC1N(C(NC2=CC=CC=C12)=O)CC(=O)O